1,1,2,2,3,3,4,4,4-nonafluorobutylsulfonyl fluoride FC(C(C(C(F)(F)F)(F)F)(F)F)(S(=O)(=O)F)F